N(=[N+]=[N-])CC1=CC=C2C(C(C3=CC=CC4=CC=C1C2=C34)=O)=O 1-(azidomethyl)pyrene-4,5-dione